ClC=1C=C(C=C(C1)C)N1CCCC1=O 1-(3-Chloro-5-methylphenyl)-5-oxopyrrolidin